perylene-dicarboxylic acid C=1(C(=CC2=CC=CC=3C4=CC=CC5=CC=CC(C1C23)=C45)C(=O)O)C(=O)O